ethyl 2-(2-methyl-4-oxo-3,4-dihydro-2H-benzo[e][1,3]thiazin-2-yl)acetate CC1(SC2=C(C(N1)=O)C=CC=C2)CC(=O)OCC